copper diammonia diacetate C(C)(=O)[O-].C(C)(=O)[O-].N.N.[Cu+2]